O=C[C@H](O)[C@@H](O)[C@H](O)CO (d)-Xylose